C(C)(=S)C=1C(=NC=CC1)C=O thioacetyl-pyridinecarbaldehyde